C(C)OC(C(C(O)C=1SC=C(C1)C1=CN(C2=CC=CC=C12)C(=O)OC(C)(C)C)(F)F)=O 2,2-difluoro-3-(4-(1-Boc-1H-indol-3-yl)thiophen-2-yl)-3-hydroxypropionic acid ethyl ester